2-(2-((6-(pyridin-4-yl)-benzo[d]thiazol-2-yl)-amino)pyridin-4-yl)acetic acid N1=CC=C(C=C1)C1=CC2=C(N=C(S2)NC2=NC=CC(=C2)CC(=O)O)C=C1